(1R,4R)-4-((5-amino-8-(3,3-difluoroazetidin-1-yl)pyrido[4,3-d]pyrimidin-2-yl)amino)cyclohexan-1-ol NC1=NC=C(C=2N=C(N=CC21)NC2CCC(CC2)O)N2CC(C2)(F)F